2-amino-N-(4-hydroxy-bicyclo-[2.2.2]octan-1-yl)-5-(4-((1R,5S)-3-(tetrahydro-2H-pyran-4-yl)-3-azabicyclo[3.1.0]hexan-1-yl)phenyl)nicotinamide NC1=C(C(=O)NC23CCC(CC2)(CC3)O)C=C(C=N1)C1=CC=C(C=C1)[C@@]13CN(C[C@H]3C1)C1CCOCC1